6-bromo-7-chloro-2-(methylthio)pyrido[2,3-d]pyrimidine BrC1=CC2=C(N=C(N=C2)SC)N=C1Cl